4-phenyl-2-(anilino)thiazole-5-formamide C1(=CC=CC=C1)C=1N=C(SC1C(=O)N)NC1=CC=CC=C1